Cl.N[C@@H](C(=O)O)CNC(=O)C1=CC2=NC=CC(=C2S1)C1CC1 (R)-2-amino-3-(7-cyclopropylthieno[3,2-B]pyridine-2-carboxamido)propionic acid HCl salt